(R)-N-((1-(6-((4-(difluoromethoxy)pyridin-2-yl)amino)-3-methylpyridine-2-carbonyl)-5,5-Difluoropiperidin-2-yl)methyl)acetamide FC(OC1=CC(=NC=C1)NC1=CC=C(C(=N1)C(=O)N1[C@H](CCC(C1)(F)F)CNC(C)=O)C)F